ClC1=NC=C(C=C1NC(OC(C)(C)C)=O)C tert-Butyl N-(2-chloro-5-methylpyridin-3-yl)carbamate